C12=C3CN4CC=5CCCCC5C=C4C3=NC3=CC=CC(CCC1)=C23 4,15-diazahexacyclo[14.7.1.02,14.04,13.06,11.020,24]tetracosa-1,6(11),12,14,16,18,20(24)-heptaen